ClC=1C(=CC=C2C=CC=C(C12)C1=NC=C2C(=C(C=NC2=C1F)OC)N1CCN(CC1)C(C=C)=O)F 1-(4-(7-(8-chloro-7-fluoronaphthalen-1-yl)-8-fluoro-3-methoxy-1,6-naphthyridin-4-yl)piperazin-1-yl)prop-2-en-1-one